ClC=1C(=C(C=CC1)CC(=O)N)C(=O)C1=NC=CC=C1F [3-chloro-2-(3-fluoropyridine-2-carbonyl)phenyl]acetamide